C[C@H]1CN(CCN1)C(=O)C=1N=C(SC1)C=1C=NN(C1)C (3S)-3-methyl-1-[2-(1-methyl-1H-pyrazol-4-yl)-1,3-thiazole-4-carbonyl]piperazine